N1=C(NC2=C1C=CC=C2)CN ((2-benzimidazolyl)methyl)amine